(6-Chloro-4-((2-fluorophenyl)amino)pyridin-2-yl)(4-phenylpiperazin-1-yl)methanone ClC1=CC(=CC(=N1)C(=O)N1CCN(CC1)C1=CC=CC=C1)NC1=C(C=CC=C1)F